4-[[(7R)-8-cyclopentyl-7-ethyl-5-methyl-6-oxo-7H-pteridin-2-yl]amino]-3-methoxy-N-[3-(4-piperidyloxy)propyl]benzamide C1(CCCC1)N1[C@@H](C(N(C=2C=NC(=NC12)NC1=C(C=C(C(=O)NCCCOC2CCNCC2)C=C1)OC)C)=O)CC